FC1=C(C=CC(=C1)C(F)(F)F)COC1CN(C1)C(CCC1NC(NC1)=O)=O 4-[3-[3-[[2-Fluoro-4-(trifluoromethyl)phenyl]methoxy]azetidin-1-yl]-3-oxo-propyl]imidazolidin-2-one